C(C)OC(\C=C(/C)\N1CCCC1)=O (E)-3-(pyrrolidin-1-yl)but-2-enoic acid ethyl ester